CCCCCCCCCCCCCCCC=C The molecule is an unbranched seventeen-carbon alkene with one double bond between C-1 and C-2. It is produced by the Carrion beetles. It has a role as an animal metabolite and a pheromone.